but-3-ynyl N-[6-[(Z)-[[(1-methyltetrazol-5-yl)-phenyl-methylene]amino]oxymethyl]-2-pyridyl]carbamate CN1N=NN=C1\C(\C1=CC=CC=C1)=N/OCC1=CC=CC(=N1)NC(OCCC#C)=O